FC1=CC=C(C=C1)C1=CC(=C(C=C1)C1CN(CC1)C(=O)OCCCC)C1=NN(C=C1)C butyl 3-(4'-fluoro-3-(1-methyl-1H-pyrazol-3-yl)-[1,1'-biphenyl]-4-yl)pyrrolidine-1-carboxylate